5-((1-(isobutylsulfonyl)piperidin-4-yl)methoxy)-2-(isoindolin-2-ylmethyl)-4H-pyran-4-one C(C(C)C)S(=O)(=O)N1CCC(CC1)COC=1C(C=C(OC1)CN1CC2=CC=CC=C2C1)=O